C1=CC(=CC=C1C(=O)O)N=NC2=CC=C(C=C2)O.O 4'-hydroxyazobenzene-4-carboxylic acid hydrate